tert-butyl (R,E)-2-(3-((4-((4-([1,2,4]triazolo[4,3-c]pyrimidin-7-yloxy)-3-methylphenyl)amino)-7-ethoxyquinazolin-6-yl)amino)-3-oxopropan-1-enyl)pyrrolidin-1-carboxylate N=1N=CN2C=NC(=CC21)OC2=C(C=C(C=C2)NC2=NC=NC1=CC(=C(C=C21)NC(/C=C/[C@@H]2N(CCC2)C(=O)OC(C)(C)C)=O)OCC)C